C1(CC1)C#CC1=CC=C(C=C1)C1=CC(=CC(=C1)NC(CC1=CC=C(C=C1)C)=O)/C=C/C(=O)OC Methyl (E)-3-(4'-(cyclopropylethynyl)-5-(2-(p-tolyl)acetamido)-[1,1'-biphenyl]-3-yl)acrylate